(R)-1-(2-((1-(5-chloro-6-oxo-1,6-dihydropyridazin-4-yl)pyrrolidin-3-yl)oxy)pyridin-4-yl)piperidine-4-carbonitrile ClC1=C(C=NNC1=O)N1C[C@@H](CC1)OC1=NC=CC(=C1)N1CCC(CC1)C#N